1-methyl-5-(trifluoromethyl)-N-(5-vinyl-1H-pyrrolo[3,2-b]pyridin-3-yl)-1H-benzo[d]imidazol-2-amine CN1C(=NC2=C1C=CC(=C2)C(F)(F)F)NC2=CNC=1C2=NC(=CC1)C=C